C(C1=CC=CC=C1)(SC1=C(C=C(C=C1)NC=1C=2N(C=CN1)C(=CN2)C2=C(C(=C(C=C2)OC)F)F)Cl)=O S-(2-chloro-4-((3-(2,3-difluoro-4-methoxyphenyl) imidazo[1,2-a]pyrazin-8-yl) amino) phenyl) benzothioate